N-(4,4-difluoro-6,7-dihydro-5H-pyrazolo[1,5-a]pyridin-2-yl)-4-methyl-3-[2-[6-(methylamino)-3-pyridyl]ethynyl]benzamide FC1(C=2N(CCC1)N=C(C2)NC(C2=CC(=C(C=C2)C)C#CC=2C=NC(=CC2)NC)=O)F